ClC1=CC=C2C(=N1)N=C(O2)SC 5-chloro-2-(methylthio)oxazolo[4,5-b]pyridine